C(C)OC1=NC=C(C(=C1)N1C(N(C2=C1C=CC(=C2)C(=O)NC2(CS(C2)(=O)=O)C)[C@@H](C)C(C)(C)O)=O)F (S)-1-(2-ethoxy-5-fluoropyridin-4-yl)-3-(3-hydroxy-3-methylbutan-2-yl)-N-(3-methyl-1,1-dioxidothietan-3-yl)-2-oxo-2,3-dihydro-1H-benzo[d]imidazole-5-carboxamide